BrC1=CC2=C(N=C(S2)C2=C(SC=3CN(CCC32)C(=O)OC(C)(C)C)NC(=O)C3CC(C3)NC(C)C)C=C1 tert-butyl 3-(6-bromobenzo[d]thiazol-2-yl)-2-(3-(isopropylamino)cyclobutane-1-carboxamido)-4,7-dihydrothieno[2,3-c]pyridine-6(5H)-carboxylate